o-aminocresol NC1(CC=CC=C1O)C